2-(4,5-diphenyloxazol-2-yl)sulfanyl-N-methylpropanamide C1(=CC=CC=C1)C=1N=C(OC1C1=CC=CC=C1)SC(C(=O)NC)C